CC1COCC2=C1C=C1C(=C2)C(C(C1(C)C)C)(C)C 4,6,6,7,8,8-hexamethyl-1,3,4,6,7,8-hexahydro-cyclopenta(G)-2-benzopyran